FC1=C(C2=C(C(=N1)OC)N=C(S2)NC(=O)N2C[C@]1(CCOC1)CC2)C2CCOCC2 (R)-2-Oxa-7-aza-spiro[4.4]nonane-7-carboxylic acid [6-fluoro-4-methoxy-7-(tetrahydro-pyran-4-yl)-thiazolo[4,5-c]pyridin-2-yl]-amide